2,5-dimethylfuranoate CC1(OC(=CC1)C)C(=O)[O-]